OC(C[N+](C)(C)C)CC([O-])=O E-Carnitine